tert-butyl (RS)-2,2-difluoro-6-(6-(methoxycarbonyl)pyridin-3-yl)-7-azaspiro[3.5]nonane-7-carboxylate FC1(CC2(C1)C[C@@H](N(CC2)C(=O)OC(C)(C)C)C=2C=NC(=CC2)C(=O)OC)F |r|